C(C1=CC=CC=C1)OCCN(C(C#CC(SC)=O)(C)C)C S-methyl 4-[2-benzyloxyethyl(methyl)amino]-4-methyl-pent-2-ynethioate